tert-butyl-3-((2R)-2-(2-(3,4-bis(2-(tert-butoxycarbonylamino)ethoxy)phenyl)acetamido)-2-(2,9,9-trimethyl-3,5-dioxa-4-bora-tricyclo[6.1.1.02,6]dec-4-yl)ethyl)-2-methoxybenzoate C(C)(C)(C)OC(C1=C(C(=CC=C1)C[C@@H](B1OC2(C3C(C(CC2O1)C3)(C)C)C)NC(CC3=CC(=C(C=C3)OCCNC(=O)OC(C)(C)C)OCCNC(=O)OC(C)(C)C)=O)OC)=O